sodium 4-((2S,4S)-2-((S)-1-(tert-butoxycarbonyl) pyrrolidin-2-yl)-5-chloro-6-fluoro-2-phenyl-2,3-dihydrobenzofuran-4-yl)-5-fluoro-6-(2-((tetrahydro-2H-pyran-2-yl)oxy)ethoxy)nicotinate C(C)(C)(C)OC(=O)N1[C@@H](CCC1)[C@@]1(OC2=C(C1)C(=C(C(=C2)F)Cl)C2=C(C(=NC=C2C(=O)[O-])OCCOC2OCCCC2)F)C2=CC=CC=C2.[Na+]